O1C=NC2=C1C=C(C=C2)C(=O)OC2C(CCCC2)[Se]C2=CC=CC=C2 2-(phenylselanyl)cyclohexyl benzo[d]oxazole-6-carboxylate